C1(CC1)C1=NN(C=N1)C1CC2(CN(C2)C(=O)N2CC(C2)OCC2=C(C=C(C=C2)S(F)(F)(F)(F)F)F)C1 [6-(3-cyclopropyl-1,2,4-triazol-1-yl)-2-azaspiro[3.3]heptan-2-yl]-[3-[[2-fluoro-4-(pentafluoro-λ6-sulfanyl)phenyl]methoxy]azetidin-1-yl]methanone